(S)-5-(4-chloro-3-fluorophenyl)-2-(3-fluorobicyclo[1.1.1]pentan-1-yl)-2,5,6,7-tetrahydro-3H-pyrrolo[2,1-c][1,2,4]triazol-3-one ClC1=C(C=C(C=C1)[C@@H]1CCC2=NN(C(N21)=O)C21CC(C2)(C1)F)F